ClC=1C=CC=C2C=C(C(=NC12)N1CCC(CCC1)(F)F)C(=O)O 8-chloro-2-(4,4-difluoroazepan-1-yl)quinoline-3-carboxylic acid